F[C@H]1[C@@H](CNC1)NC(OC(C)(C)C)=O tert-butyl N-[(3R,4R)-4-fluoropyrrolidin-3-yl]carbamate